N1(N=CC=C1)C1=CC=C(C(=O)N2CCC(CC2)OC=2C=CC=C3C(=NN(C23)C)C2C(NC(CC2)=O)=O)C=C1 3-(7-((1-(4-(1H-pyrazol-1-yl)benzoyl)piperidin-4-yl)oxy)-1-methyl-1H-indazol-3-yl)piperidine-2,6-dione